(2S)-5,5-dichloro-2-[9H-fluoren-9-ylmethoxycarbonyl-(methyl)amino]pentanoic acid ClC(CC[C@@H](C(=O)O)N(C)C(=O)OCC1C2=CC=CC=C2C=2C=CC=CC12)Cl